potassium pidolate N1[C@@H](CCC1=O)C(=O)[O-].[K+]